CN1C(C(=CC2=C1N=C(N=C2)NC2=CC=C(C=C2)N2CCN(CC2)C)N2CCN(C1CC21)C(=O)OC(C)(C)C)=O tert-butyl 5-[8-methyl-2-[4-(4-methylpiperazin-1-yl)anilino]-7-oxo-pyrido[2,3-d]pyrimidin-6-yl]-2,5-diazabicyclo[4.1.0]heptane-2-carboxylate